ClC1=C(COC=2C=C3CCC(C3=CC2)N2C[C@H](CC2)C(=O)OC)C(=CC=C1)Cl methyl (3S)-1-(5-((2,6-dichlorobenzyl)oxy)-2,3-dihydro-1H-inden-1-yl)-pyrrolidine-3-carboxylate